6-hydroxy-3,4,5,7-tetramethyl-2-naphthoic acid OC=1C(=C2C(=C(C(=CC2=CC1C)C(=O)O)C)C)C